(3,4-dihydro-2H-1,3-benzoxazin-8-yl)-5-fluoro-2-morpholin-4-ylbenzoic acid methyl ester dihydrochloride Cl.Cl.COC(C1=C(C(=CC(=C1)F)C1=CC=CC=2CNCOC21)N2CCOCC2)=O